(2E)-2-benzylideneoctanal C(/C1=CC=CC=C1)=C(\C=O)/CCCCCC